trans-4-[4-(dibutylamino)styryl]-1-methyl-pyridinium iodide [I-].C(CCC)N(C1=CC=C(/C=C/C2=CC=[N+](C=C2)C)C=C1)CCCC